(R)-N-[(1R)-1-[(2S)-5-iodo-6-oxo-tetrahydropyran-2-yl]ethyl]-2-methyl-propane-2-sulfinamide IC1CC[C@H](OC1=O)[C@@H](C)N[S@](=O)C(C)(C)C